C1=CC(=C(C=C1CCC(=O)O)O)O 3,4-Dihydroxyphenylpropionic acid